ClC1=CC(=C(C(=N1)C)N)C=1N(N=C(C1[N+](=O)[O-])C)COCC[Si](C)(C)C 6-chloro-2-methyl-4-[5-methyl-4-nitro-2-(2-trimethylsilylethoxymethyl)pyrazol-3-yl]pyridin-3-amine